2-[1-(2,2-difluoroethyl)-1H-pyrazolo[3,4-b]pyrazin-6-yl]-6-[2-(trifluoromethyl)pyridin-4-yl]-2,6-diazaspiro[3.4]octane FC(CN1N=CC=2C1=NC(=CN2)N2CC1(C2)CN(CC1)C1=CC(=NC=C1)C(F)(F)F)F